methyl 3-(3-chlorophenyl)-6-(piperidin-1-yl)hexanoate ClC=1C=C(C=CC1)C(CC(=O)OC)CCCN1CCCCC1